1-benzyl-4-cyanopyridine C(C1=CC=CC=C1)N1CC=C(C=C1)C#N